N-benzyl-3-(4-methyl-2-neopentanamido-1H-benzo[d]imidazol-6-yl)benzamide C(C1=CC=CC=C1)NC(C1=CC(=CC=C1)C=1C=C(C2=C(NC(=N2)NC(C(C)(C)C)=O)C1)C)=O